3-[5-(4-hydroxy-4-piperidyl)-1-oxo-isoindolin-2-yl]piperidine-2,6-dione hydrochloride Cl.OC1(CCNCC1)C=1C=C2CN(C(C2=CC1)=O)C1C(NC(CC1)=O)=O